CC(CCCCCCCCCCCCCCC)C=1OCCN1 2-(methylhexadecyl)-2-oxazoline